C1(CCC1)C=1C(=C(C#N)C=C(C1)C1=NN=C(N1)OCC)C cyclobutyl-5-(5-ethoxy-4H-1,2,4-triazol-3-yl)-2-methylbenzonitrile